FC1=C(C(=C(C(=C1[SiH](C1=C(C(=C(C(=C1F)F)F)F)F)C1=C(C(=C(C(=C1F)F)F)F)F)F)F)F)F tris-(pentafluorophenyl)silane